1-(3-carbamimidoylphenyl)-3-methyl-N-[4-(2-sulfamoylphenyl)phenyl]-1H-pyrazole-5-carboxamide C(N)(=N)C=1C=C(C=CC1)N1N=C(C=C1C(=O)NC1=CC=C(C=C1)C1=C(C=CC=C1)S(N)(=O)=O)C